1-{1-[4-chloro-4'-(4-{[2,2-difluorocyclopropyl] methyl} piperazin-1-yl) [biphenyl]-2-yl] piperidin-3-yl}-5-(difluoromethyl)-1H-pyrazole-4-carboxylate ClC1=CC(=C(C=C1)C1=CC=C(C=C1)N1CCN(CC1)CC1C(C1)(F)F)N1CC(CCC1)N1N=CC(=C1C(F)F)C(=O)[O-]